O=C1NC(CCC1N1C(N(C2=C1C=CC(=C2)C#N)C)=O)=O 1-(2,6-dioxopiperidin-3-yl)-3-methyl-2-oxo-2,3-dihydro-1H-benzo[d]imidazole-5-carbonitrile